2-(2-fluoro-6-((8-(methylamino)-5-(6-morpholino-[1,2,4]triazolo[1,5-a]pyridin-2-yl)-2,7-naphthyridin-3-yl)amino)pyridin-3-yl)propan-2-ol FC1=NC(=CC=C1C(C)(C)O)NC=1N=CC2=C(N=CC(=C2C1)C1=NN2C(C=CC(=C2)N2CCOCC2)=N1)NC